CC1=NOC(=C1C=1C=C2C(=NC(=NC2=CC1)C(=O)O)N1[C@H](COCC1)C1=CC=CC=C1)C (S)-6-(3,5-dimethylisoxazol-4-yl)-4-(3-phenylmorpholino)quinazoline-2-carboxylic acid